2-methyl-N-((1R)-1-(1-(tetrahydro-2H-pyran-2-yl)-6-(trifluoromethyl)-1H-indazol-4-yl)ethyl)propane-2-sulfinamide CC(C)(C)S(=O)N[C@H](C)C1=C2C=NN(C2=CC(=C1)C(F)(F)F)C1OCCCC1